1-(6-chloro-2-(ethoxycarbonyl)quinolin-3-yl)pyridin-1-ium bromide [Br-].ClC=1C=C2C=C(C(=NC2=CC1)C(=O)OCC)[N+]1=CC=CC=C1